methane, hydrate O.C